1-(3-(6-chloro-3-(1H-imidazol-1-yl)-5-methoxy-1-methyl-1H-pyrrolo[3,2-b]pyridin-2-yl)-1H-1,2,4-triazol-5-yl)-2-methoxy-ethan-1-ol ClC=1C=C2C(=NC1OC)C(=C(N2C)C2=NNC(=N2)C(COC)O)N2C=NC=C2